OCC=1C(=NC(N([C@H]2[C@H](O)[C@H](O)[C@@H](CO)O2)C1)=O)N 5-Hydroxymethyl-cytidine